butyl 3-(5-(difluoromethyl)-3-(3-(1-(o-tolyl)cyclopropyl)-1,2,4-oxadiazol-5-yl)-1H-pyrazol-1-yl)propanoate FC(C1=CC(=NN1CCC(=O)OCCCC)C1=NC(=NO1)C1(CC1)C1=C(C=CC=C1)C)F